C1(CC1)C1=CC(=NN1)NC1=NC(=NC=C1)N(C1CCC(CC1)NC(=O)C=1N=NN(C1)C1COC1)C N-((1R,4R)-4-((4-((5-cyclopropyl-1H-pyrazol-3-yl)amino)pyrimidin-2-yl)(methyl)amino)cyclohexyl)-1-(oxetan-3-yl)-1H-1,2,3-triazole-4-carboxamide